[P].C(=CCC)N buteneamine phosphorus